4-(3-iodo-4-aminophenyl)morpholine IC=1C=C(C=CC1N)N1CCOCC1